1-((3s,5r)-1-propenoyl-5-(methoxymethyl)pyrrolidin-3-yl)-3-ethynyl-5-(methylamino)-1H-pyrazole-4-carboxamide C(C=C)(=O)N1C[C@H](C[C@@H]1COC)N1N=C(C(=C1NC)C(=O)N)C#C